FC(C1=CC=C(C=C1)N1C2=C(OC(C1)CN)N=CC=C2)(F)F (1-(4-(trifluoromethyl)phenyl)-2,3-dihydro-1H-pyrido[2,3-b][1,4]oxazin-3-yl)methanamine